N-((2-(2,6-dichloro-3,5-dimethoxyphenyl)-4-oxo-4H-pyrano[2,3-c]pyridin-6-yl)methyl)acrylamide ClC1=C(C(=C(C=C1OC)OC)Cl)C1=CC(C=2C(=CN=C(C2)CNC(C=C)=O)O1)=O